ClC1=C(C=CC=C1)N(C(C)=O)C=1SC2=C(N1)CC[C@@]1([C@H]3CC[C@]4([C@H]([C@@H]3CCC12)CCC4=O)C)C N-(2-chlorophenyl)-N-((5aR,5bS,7aS,10aS,10bR)-5a,7a-dimethyl-8-oxo-5,5a,5b,6,7,7a,8,9,10,10a,10b,11,12,12a-tetradecahydro-4H-cyclopenta[7,8]phenanthro[2,1-d]thiazol-2-yl)acetamide